tert-butyl (5S,7R)-2-acetamido-5,7-dimethyl-3-(thiazolo[4,5-c]pyridin-2-yl)-4,7-dihydrothieno[2,3-c]pyridine-6(5H)-carboxylate C(C)(=O)NC1=C(C2=C([C@H](N([C@H](C2)C)C(=O)OC(C)(C)C)C)S1)C=1SC2=C(C=NC=C2)N1